(R)-4-(7-chloropyrazolo[1,5-a]pyridin-2-yl)-5-(pyrimidin-2-yl)-4,5,6,7-tetrahydro-1H-imidazo[4,5-c]pyridine ClC1=CC=CC=2N1N=C(C2)[C@@H]2N(CCC1=C2N=CN1)C1=NC=CC=N1